3-aminoazetidine-1-sulfonamide trifluoroacetate FC(C(=O)O)(F)F.NC1CN(C1)S(=O)(=O)N